((3R)-4-amino-3-methyl-1,3-dihydrofuro[3,4-c]quinolin-8-yl)((3S,3aS,6aR)-3-phenylhexahydrocyclopenta[b]pyrrol-1(2H)-yl)methanone NC1=NC=2C=CC(=CC2C2=C1[C@H](OC2)C)C(=O)N2[C@H]1[C@H]([C@H](C2)C2=CC=CC=C2)CCC1